3-(hydroperoxy)propionic acid O(O)CCC(=O)O